4-[[3-(2,3-difluoro-4-methoxyphenyl)imidazo[1,2-a]pyrazin-8-yl]amino]-N-[1-[(2S,4R)-4-hydroxypyrrolidine-2-carbonyl]piperidin-4-yl]-2-methylbenzamide FC1=C(C=CC(=C1F)OC)C1=CN=C2N1C=CN=C2NC2=CC(=C(C(=O)NC1CCN(CC1)C(=O)[C@H]1NC[C@@H](C1)O)C=C2)C